methoxy-5-methyl-[1,1'-biphenyl]-2-formaldehyde COC1=C(C(=CC(=C1)C)C1=CC=CC=C1)C=O